1-methyl-4-carboxy-2-pyrrolidone CN1C(CC(C1)C(=O)O)=O